N-[2-(1,1,2,3,3,3-hexafluoropropoxy)-phenyl]-3-difluoromethyl-1-methyl-1H-pyrazole-4-carboxamide FC(C(C(F)(F)F)F)(OC1=C(C=CC=C1)NC(=O)C=1C(=NN(C1)C)C(F)F)F